(E)-N-(4-methyl-5-(3-(2-(pyridin-2-yl)vinyl)-1H-indazol-6-yl)thiazol-2-yl)-2-(3-(trifluoromethyl)phenyl)acetamide CC=1N=C(SC1C1=CC=C2C(=NNC2=C1)\C=C\C1=NC=CC=C1)NC(CC1=CC(=CC=C1)C(F)(F)F)=O